(S)-N-(5-methyl-4-oxo-2,3,4,5-tetrahydrobenzo[b][1,4]oxazepin-3-yl)-6-(perfluoroethyl)-[1,2,4]triazolo[4,3-b]pyridazine-3-carboxamide CN1C2=C(OC[C@@H](C1=O)NC(=O)C1=NN=C3N1N=C(C=C3)C(C(F)(F)F)(F)F)C=CC=C2